CNC(COC1=CC(=C2CC(CC2=C1)C(=O)OCC)C#N)=O ethyl 6-(2-methylamino-2-oxo-ethoxy)-4-cyano-indane-2-carboxylate